CC(CO)(C)N1N=NC2=C1C=CC(=C2)C2=NOC(=N2)C2=C(C=CC=C2)C 2-methyl-2-(5-(5-(o-tolyl)-1,2,4-oxadiazol-3-yl)-1H-benzo[d][1,2,3]triazol-1-yl)propan-1-ol